COCCN1C=NC2=CC=C(C=C2C1=O)NC(=O)NC1=CC(=CC=C1)OC 1-(3-(2-methoxyethyl)-4-oxo-3,4-dihydroquinazolin-6-yl)-3-(3-methoxyphenyl)urea